O1C(=NC2=C1C=CC=C2)C=2N=C(N(C(C2O)=O)C)N2[C@@H](C1=CC(=CC=C1CC2)C(=O)OC)C2=C(C=CC=C2)F methyl (1S)-2-[4-(1,3-benzoxazol-2-yl)-5-hydroxy-1-methyl-6-oxopyrimidin-2-yl]-1-(2-fluorophenyl)-3,4-dihydro-1H-isoquinoline-7-carboxylate